Methyl 6-methoxy-3-methyl-1H-indole-5-carboxylate COC1=C(C=C2C(=CNC2=C1)C)C(=O)OC